C(C)(C)(C)OC(=O)N1CCC2(C[C@@H](OC2=O)CCOS(=O)(=O)C2=CC=C(C)C=C2)CC1 (R)-1-oxo-3-(2-(tosyloxy)ethyl)-2-oxa-8-azaspiro[4.5]decane-8-carboxylic acid tert-butyl ester